ClC1=C(C=CC=C1)C=1C=CC=C2C=NC(=NC12)NC1=CC=C(C=C1)N1CCNCC1 8-(2-chlorophenyl)-N-(4-(piperazin-1-yl)phenyl)quinazolin-2-amine